NC1=NC2=C(C3=CN=CC=C13)C=C(C(=C2)F)C(=O)N(C2COC1=C2C=CC(=C1)C(F)(F)F)CC1CC1 5-amino-N-(cyclopropylmethyl)-8-fluoro-N-(6-(trifluoromethyl)-2,3-dihydrobenzofuran-3-yl)benzo[c][2,6]naphthyridin-9-carboxamide